ClC1=C(C(=CC(=C1)OC)F)B1OC(C(O1)(C)C)(C)C 2-(2-chloro-6-fluoro-4-methoxyphenyl)-4,4,5,5-tetramethyl-1,3,2-dioxaborolane